(7-(3-ethyl-5-methylphenyl)-2-azaspiro[3.5]non-2-yl)((1s,3s)-3-hydroxy-3-methylcyclobutyl)methanone C(C)C=1C=C(C=C(C1)C)C1CCC2(CN(C2)C(=O)C2CC(C2)(C)O)CC1